N-(4-(4-Amino-6-ethynyl-5-(quinolin-3-yl)-7H-pyrrolo[2,3-d]pyrimidin-7-yl)bicyclo-[2.2.1]heptan-1-yl)-1-methyl-1H-imidazole-2-carboxamide NC=1C2=C(N=CN1)N(C(=C2C=2C=NC1=CC=CC=C1C2)C#C)C21CCC(CC2)(C1)NC(=O)C=1N(C=CN1)C